7-fluoro-2-(5-fluoro-1H-pyrazol-3-yl)isoquinolin-1(2H)-one FC1=CC=C2C=CN(C(C2=C1)=O)C1=NNC(=C1)F